ClC1=CC=C(C2=C1N(C=N2)C)C2=C(N=C(C(=N2)C(=O)N)NC2=CC=C(C=C2)N2CCOCC2)NC 6-(7-Chloro-1-methyl-benzimidazol-4-yl)-5-(methylamino)-3-(4-morpholinoanilino)pyrazine-2-carboxamide